O=C1NC2=CC=C(C=C2C=C1)S(=O)(=O)NC1=NC=CC=N1 2-oxo-N-(pyrimidin-2-yl)-1,2-dihydroquinoline-6-sulfonamide